C(CC)(=O)N(CCSSCCN)C(CC)=O N,N-bis(propionyl)cystamine